C1(=CC(=CC=C1)NC1=CC=2N(C3=CC=CC=C3C2C=C1)C1=CC=CC=C1)C1=CC=CC=C1 N-([1,1'-biphenyl]-3-yl)-9-phenyl-9H-carbazole-2-amine